C1(CC1)C=1C(=NON1)C(=O)N[C@@H](C1CCC(CC1)(F)F)C=1OC2=C(N1)C=C(C=C2)[C@@H](COC)N2C(NCC(C2)(F)F)=O 4-Cyclopropyl-N-((S)-(5-((S)-1-(5,5-difluoro-2-oxotetrahydropyrimidin-1(2H)-yl)-2-methoxyethyl)benzo[d]oxazol-2-yl)(4,4-difluorocyclohexyl)methyl)-1,2,5-oxadiazole-3-carboxamide